ClC1=CC=2C3=C(NC(N(C2N=C1)CC)=O)C=C(C=C3)Cl 2,9-dichloro-5-ethyl-5,7-dihydro-6H-benzo[d]pyrido[3,2-f][1,3]diazepin-6-one